N-[(1R)-1-[3-(2-cyclopropyl-4-pyridyl)-1,2,4-oxadiazol-5-yl]ethyl]-2-methyl-5-(trifluoromethyl)pyrazole-3-carboxamide C1(CC1)C1=NC=CC(=C1)C1=NOC(=N1)[C@@H](C)NC(=O)C=1N(N=C(C1)C(F)(F)F)C